Cl.Cl.CC=1C(=CC=C2C=CC=NC12)C=1C=CC2=C(CC3(CCNCC3)O2)C1 5-(8-Methyl-7-quinolyl)spiro[3H-benzofuran-2,4'-piperidine] 2HCl